CC(C)(C)[O-].[K+] Potassium 2-methylpropan-2-olate